C(\C=C/C(=O)O)(=O)OC(C=CC1=C(C=CC2=CC=CC=C12)C=C)=O 2-vinylnaphthalene-acrylic acid-maleic anhydride